14-(3-(2-oxo-1,2-dihydropyridin-4-yl)ureido)tetradecanoic acid O=C1NC=CC(=C1)NC(NCCCCCCCCCCCCCC(=O)O)=O